4-(4-chlorophenyl)-1-((5-((S)-1-hydroxyethyl)-1-(3-(trifluoromethyl)phenyl)-1H-1,2,4-triazol-3-yl)methyl)-3-((S)-3,3,3-trifluoro-2-hydroxypropyl)-1,3-dihydro-2H-imidazol-2-one ClC1=CC=C(C=C1)C=1N(C(N(C1)CC1=NN(C(=N1)[C@H](C)O)C1=CC(=CC=C1)C(F)(F)F)=O)C[C@@H](C(F)(F)F)O